2,4-difluorophenyl-propane-1-sulfonamide FC1=C(C=CC(=C1)F)C(CC)S(=O)(=O)N